C(C)C1=CC=CC=2C(C3=CC=CC=C3C(C12)=O)=O 1-ethyl-9,10-anthraquinone